4-(5,6-diaminopyridin-2-yl)piperidine-1-carboxylic acid tert-butyl ester C(C)(C)(C)OC(=O)N1CCC(CC1)C1=NC(=C(C=C1)N)N